CC1(CCN(CC1)CC1=NC=C(C=C1)C1=CC=CC=C1)C ((4,4-dimethylpiperidin-1-yl)methyl)-5-phenylpyridine